C(C1=CC=CC=C1)=N[S@](=O)C(C)(C)C (R)-(-)-N-benzylidene-2-methylpropane-2-sulfinamide